2-(4-(5-chloro-2-(4-chloro-1H-1,2,3-triazol-1-yl)phenyl)-2,5-dioxopiperazin-1-yl)-N-(2-(difluoromethyl)-2H-indazol-5-yl)-3-(4-fluorophenyl)propanamide ClC=1C=CC(=C(C1)N1CC(N(CC1=O)C(C(=O)NC1=CC2=CN(N=C2C=C1)C(F)F)CC1=CC=C(C=C1)F)=O)N1N=NC(=C1)Cl